(4-{5-[(5-Cyanopyrazin-2-yl)amino]-1-methyl-6-oxo-1,6-dihydropyridin-3-yl}-2-{4,4-dimethyl-9-oxo-1,10-diazatricyclo[6.4.0.02,6]dodeca-2(6),7-dien-10-yl}pyridin-3-yl)methyl acetate C(C)(=O)OCC=1C(=NC=CC1C1=CN(C(C(=C1)NC1=NC=C(N=C1)C#N)=O)C)N1C(C2=CC=3CC(CC3N2CC1)(C)C)=O